tert-butyl (1-(4-(7H-pyrrolo[2,3-d]pyrimidin-4-yl)phenyl)ethyl)carbamate N1=CN=C(C2=C1NC=C2)C2=CC=C(C=C2)C(C)NC(OC(C)(C)C)=O